4-Ethyl-3-(p-tolyl)-1,14-dioxadispiro[4.1.57.25]tetradec-3-en-2-on C(C)C1=C(C(OC12CC1(CCCCC1)CO2)=O)C2=CC=C(C=C2)C